C(C)O[Hf](OCC)(OCC)OCC tetraethoxyhafnium(IV)